N1=CC=C(C(=C1)C(=O)O)C(=O)O pyridine-4,5-dicarboxylic acid